IC1=CC=C(CN2C(CCCC2)=O)C=C1 1-(4-iodobenzyl)piperidin-2-one